BrC1=C(C=C2C(=NC(=NC2=C1F)Cl)Cl)I 7-Bromo-2,4-dichloro-8-fluoro-6-iodoquinazolin